CN(C1CN2C3=C(C=CC=C3C1)C=C2)C2CCOCC2 N-methyl-N-(tetrahydro-2H-pyran-4-yl)-5,6-dihydro-4H-pyrrolo[3,2,1-ij]quinolin-5-amine